di(3-butenyl) trisulfide C(CC=C)SSSCCC=C